Cl.FC(C1=NC=CC=C1CN1CC2(C1)CCNCC2)(F)F 2-((2-(trifluoromethyl)pyridin-3-yl)methyl)-2,7-diazaspiro[3.5]nonane hydrochloride